1-(tert-butyl) 2-methyl (2R,4R)-4-(7-bromo-8-chloro-4-(3-(dimethylamino)azetidin-1-yl)-6-fluoro-1H-imidazo[4,5-c]quinolin-1-yl)pyrrolidine-1,2-dicarboxylate BrC=1C(=CC=2C3=C(C(=NC2C1F)N1CC(C1)N(C)C)N=CN3[C@@H]3C[C@@H](N(C3)C(=O)OC(C)(C)C)C(=O)OC)Cl